3-(2-(2-(dimethylamino)ethoxy)benzyl)-N-(7-(5-(4-((7-ethyl-6-oxo-5,6-dihydro-1,5-naphthyridin-3-yl)methyl)piperazin-1-yl)picolinamido)heptyl)-3H-imidazo[4,5-b]pyridine-5-carboxamide CN(CCOC1=C(CN2C=NC=3C2=NC(=CC3)C(=O)NCCCCCCCNC(C3=NC=C(C=C3)N3CCN(CC3)CC=3C=NC=2C=C(C(NC2C3)=O)CC)=O)C=CC=C1)C